chroman-6-carboxylic acid [2-(4-methoxy-piperidin-1-yl)-benzooxazol-5-yl]-amide COC1CCN(CC1)C=1OC2=C(N1)C=C(C=C2)NC(=O)C=2C=C1CCCOC1=CC2